C(C)OC[C@H]1[C@@H](C1)N1C(C2=CC=CC=C2C1=O)=O 2-((1R,2R)-2-(ethoxymethyl)cyclopropyl)isoindoline-1,3-dione